BrC1=CC(=C(C(=C1)F)C=1N=C2N(C=CC(=C2)Cl)C1C[C@H]1CN(CCO1)C(=O)OC)Cl methyl (S)-2-((2-(4-bromo-2-chloro-6-fluorophenyl)-7-chloroimidazo[1,2-a]pyridin-3-yl)methyl)morpholine-4-carboxylate